1-octylnonyl 8-[2-[[3-[2-[bis[8-(1-octylnonoxy)-8-oxo-octyl]amino]ethylamino]-3-oxo-propanoyl]amino]ethyl-[8-(1-octylnonoxy)-8-oxo-octyl]amino]octanoate C(CCCCCCC)C(CCCCCCCC)OC(CCCCCCCN(CCNC(CC(=O)NCCN(CCCCCCCC(=O)OC(CCCCCCCC)CCCCCCCC)CCCCCCCC(=O)OC(CCCCCCCC)CCCCCCCC)=O)CCCCCCCC(OC(CCCCCCCC)CCCCCCCC)=O)=O